(3-(2,5-dimethyl-4-nitrophenoxy)phenyl)(methyl)(methylimino)-λ6-sulfanone CC1=C(OC=2C=C(C=CC2)S(=O)(=NC)C)C=C(C(=C1)[N+](=O)[O-])C